O1[C@H](COCC1)CN1N=C2C3=C(CCC2=C1)OC(=C3C(F)(F)F)C(=O)NC[C@H](C)CCCOC 2-{[(2S)-1,4-dioxan-2-yl]methyl}-N-{[(2r,5r)-5-methyloxypentan-2-yl]methyl}-8-(trifluoromethyl)-4,5-dihydro-2H-furo[2,3-g]indazole-7-carboxamide